(R)-N-(3-cyclopropylisoxazol-5-yl)piperidine-2-carboxamide C1(CC1)C1=NOC(=C1)NC(=O)[C@@H]1NCCCC1